3-(4-aminoimidazo[2,1-f][1,2,4]triazin-7-yl)-N-((1s,3s)-3-hydroxy-1-methylcyclobutyl)-4-methylbenzenesulfonamide NC1=NC=NN2C1=NC=C2C=2C=C(C=CC2C)S(=O)(=O)NC2(CC(C2)O)C